tert-butyl (6-chloro-2-(3-methyl-1H-pyrazol-1-yl)pyrimidin-4-yl)(4,4-difluorocyclohexyl)carbamate ClC1=CC(=NC(=N1)N1N=C(C=C1)C)N(C(OC(C)(C)C)=O)C1CCC(CC1)(F)F